((2R,3S,4R,5S)-5-(4-aminopyrrolo[2,1-f][1,2,4]triazin-7-yl)-2-cyano-3,4-dihydroxytetrahydrofuran-2-yl)methyl 2-ethylbutanoate C(C)C(C(=O)OC[C@]1(O[C@H]([C@@H]([C@@H]1O)O)C1=CC=C2C(=NC=NN21)N)C#N)CC